C(C1=CC=CC=C1)OC=1C(=CC(=C(C1)NC(OCC=C)=O)C(=O)N1CCC(=C[C@H]1CO[Si](C)(C)C(C)(C)C)C1=CC=C(C=C1)OC)OC allyl (S)-(5-(benzyloxy)-2-(6-(((tert-butyldimethylsilyl)oxy)methyl)-4-(4-methoxy-phenyl)-1,2,3,6-tetrahydropyridine-1-carbonyl)-4-methoxyphenyl)carbamate